CC1=C(C=CC2=CC=CC=C12)[Pd+] 1-Methylnaphthyl-Palladium(II)